N-(1,1'-biphenyl-2-yl)-9,9-dimethyl-9H-Fluorene-2-amine C1(=C(C=CC=C1)NC1=CC=2C(C3=CC=CC=C3C2C=C1)(C)C)C1=CC=CC=C1